[Si](C)(C)(C(C)(C)C)OC1CN(C1)S(=O)(=O)C=1C=C(C(=O)O)C=CC1C 3-((3-((tert-butyldimethylsilyl)oxy)azetidin-1-yl)sulfonyl)-4-methylbenzoic acid